6-cyclopropaneamido-4-{[2-methoxy-3-(1,3-oxazol-4-yl)phenyl]amino}-N-(2H3)methylpyridazine-3-carboxamide C1(CC1)C(=O)NC1=CC(=C(N=N1)C(=O)NC([2H])([2H])[2H])NC1=C(C(=CC=C1)C=1N=COC1)OC